(1r,4r)-1-methylcyclohexane-1,4-diol CC1(CCC(CC1)O)O